FC=1C=CC=C2CC[C@@H]([C@@H](C12)NC([O-])=O)NC([O-])=O (1R,2S)-8-Fluoro-1,2,3,4-tetrahydronaphthalin-1,2-diyl-dicarbamat